O1C[C@@H](CC1)OC(=O)N1C2CN(CC1C2)C2=NC=C(C=C2)C=2C=1N(C=C(C2)OCC(C)(C)O)N=CC1C#N 3-(5-(3-Cyano-6-(2-hydroxy-2-methylpropyloxy)pyrazolo[1,5-a]pyridin-4-yl)pyridin-2-yl)-3,6-diazabicyclo[3.1.1]heptane-6-carboxylic acid (R)-tetrahydrofuran-3-yl ester